C(CCCCCCCCC(=O)OCCCCCCOC(C1=C(C(=C(C(=C1F)F)N=[N+]=[N-])F)F)=O)(=O)OCCCCCCOC(C1=C(C(=C(C(=C1F)F)N=[N+]=[N-])F)F)=O bis(6-((4-azido-2,3,5,6-tetrafluorobenzoyl)oxy)hexyl) decanedioate